OCCN1CCN(CC1)CCS(=O)(=O)O 2-[4-(2-hydroxyethyl)piperazin-1-yl]ethanesulfonic acid